CC1CCC(C(C1)OCCCO)C(C)C 3-(5'-methyl-2'-(methylethyl)cyclohexyloxy)propan-1-ol